FC(C=1C=2N(C=CC1)N=C(C2)[C@H]2N(CCC1=C2N=CN1)C1=NC=C(C=N1)N)F (S)-2-(4-(4-(difluoromethyl)pyrazolo[1,5-a]pyridin-2-yl)-1,4,6,7-tetrahydro-5H-imidazo[4,5-c]pyridin-5-yl)pyrimidin-5-amine